CC1=C2C(=NC=C1)N(C3=C(C=CC=N3)C(=O)N2)C4CC4 The molecule is a dipyridodiazepine that is 5,11-dihydro-6H-dipyrido[3,2-b:2',3'-e][1,4]diazepine which is substituted by methyl, oxo, and cyclopropyl groups at positions 4, 6, and 11, respectively. A non-nucleoside reverse transcriptase inhibitor with activity against HIV-1, it is used in combination with other antiretrovirals for the treatment of HIV infection. It has a role as an antiviral drug and a HIV-1 reverse transcriptase inhibitor. It is a dipyridodiazepine and a member of cyclopropanes.